ClC1=C(C=C(C=C1)C1(C(C(=O)[O-])(C=CC(C1(F)F)F)F)F)N1C(NC(CC1)=O)=O 4-chloro-3-(2,4-dioxotetrahydropyrimidin-1(2H)-yl)pentafluorophenylbenzoate